C(CCCCC)C(C(=O)OCCCCCCN(CCO)CCCCCCCOC(CCC(OCCCC\C=C/CC)OCCCC\C=C/CC)=O)CCCCCCCC 6-((7-((4,4-bis(((Z)-oct-5-en-1-yl)oxy)butanoyl)oxy)heptyl)(2-hydroxyethyl)amino)hexyl 2-hexyldecanoate